FC(CN1N=CC=2C1=NC(=CN2)N2CCC1(CCC(C1)OC1=C(C=NC=C1)C(F)(F)F)CC2)F 8-(1-(2,2-difluoroethyl)-1H-pyrazolo[3,4-b]pyrazin-6-yl)-2-((3-(trifluoromethyl)pyridin-4-yl)oxy)-8-azaspiro[4.5]decane